C(C)(=O)OCCCCCC\C=C\CCO (7E)-10-hydroxy-7-decenyl acetate